5-(1,1-difluoroethyl)thiazole FC(C)(F)C1=CN=CS1